FC1=C(OC2=CC(=NC=C2)C(=O)N[C@@H]2C(N(C3=C(OC2)C=CC(=C3)C#CC(C)(C)O)C)=O)C(=CC=C1)F (S)-4-(2,6-difluorophenoxy)-N-(7-(3-hydroxy-3-methylbut-1-yn-1-yl)-5-methyl-4-oxo-2,3,4,5-tetrahydrobenzo[b][1,4]oxazepin-3-yl)pyridineamide